NC1=C(C=C(C(=O)N2CCC3(C[C@@H]3C#CC3=C4CN(C(C4=CC=C3)=O)[C@@H]3C(NC(CC3)=O)=O)CC2)C=C1)OC (S)-3-(4-(((S)-6-(4-amino-3-methoxybenzoyl)-6-azaspiro[2.5]octan-1-yl)ethynyl)-1-oxoisoindolin-2-yl)piperidine-2,6-dione